C1(CCCCCCC1)C(NC(=O)C=1C(=NOC1)C)C1=NC2=C(N1)C=C(C(=C2F)C2CCOCC2)F N-{cyclooctyl-[4,6-difluoro-5-(tetrahydropyran-4-yl)-1H-benzoimidazol-2-yl]methyl}-3-methylisoxazole-4-carboxamide